I.F hydrofluoric acid, hydroiodide